2-[5-(1-methylsulfonylcyclopropyl)-1,3,4-oxadiazol-2-yl]-N-[4-(trifluoromethyl)phenyl]aniline CS(=O)(=O)C1(CC1)C1=NN=C(O1)C1=C(NC2=CC=C(C=C2)C(F)(F)F)C=CC=C1